1-(4-Fluorobenzyl)-9H-pyrido[2,3-b]indole FC1=CC=C(CN2CC=CC3=C2NC2=CC=CC=C32)C=C1